3,3'-thiodipropionic acid dimethyl ester COC(CCSCCC(=O)OC)=O